C12CN(CC(CC1)N2)C=2N=C(C(=C1C(=C(N=CC21)C2=CC(=CC1=CC=C(C(=C21)C#C)F)O)F)C)CCCN2CCOCC2 4-[8-(3,8-diazabicyclo[3.2.1]octan-3-yl)-4-fluoro-5-methyl-6-(3-morpholinopropyl)-2,7-naphthyridin-3-yl]-5-ethynyl-6-fluoro-naphthalen-2-ol